4-(2-((4-methoxybenzyl)oxy)-6-(2-(4-(((R)-1-methoxypropan-2-yl)oxy)benzyl)pyrrolidin-1-yl)pyridin-4-yl)morpholine COC1=CC=C(COC2=NC(=CC(=C2)N2CCOCC2)N2C(CCC2)CC2=CC=C(C=C2)O[C@@H](COC)C)C=C1